4-[(5S)-5-(3,5-dichlorophenyl)-4,5-dihydro-5-(trifluoromethyl)-3-isoxazolyl]-2-methyl-N-(cis-1-oxo-3-thiacyclobutaneyl)benzamide ClC=1C=C(C=C(C1)Cl)[C@@]1(CC(=NO1)C1=CC(=C(C(=O)NC2C(CS2)=O)C=C1)C)C(F)(F)F